ClC=1C=CC=C2C=CC=C(C12)C1CC=2N=C(N=C(C2CO1)N1C[C@@H](N(CC1)C(=O)OC(C)(C)C)CC#N)OCC12CCCN2CCC1 tert-butyl (2S)-4-(7-(8-chloronaphthalen-1-yl)-2-((tetrahydro-1H-pyrrolizin-7a(5H)-yl)methoxy)-7,8-dihydro-5H-pyrano[4,3-d]pyrimidin-4-yl)-2-(cyanomethyl)piperazine-1-carboxylate